4-amino-N-((5-bromo-3-fluoropyridin-2-yl)methyl)-7-chloro-N-cyclopropyl-1-methyl-1H-pyrazolo[4,3-c]quinoline-8-carboxamide NC1=NC=2C=C(C(=CC2C2=C1C=NN2C)C(=O)N(C2CC2)CC2=NC=C(C=C2F)Br)Cl